(R)-N-(6-(4-(2,2-difluoroethyl)piperazin-1-yl)-2-(2-fluoro-3-hydroxy-3-methylbutyl)-1-oxoisoindolin-5-yl)-6-methylpyrazolo[1,5-a]pyrimidine-3-carboxamide FC(CN1CCN(CC1)C1=C(C=C2CN(C(C2=C1)=O)C[C@H](C(C)(C)O)F)NC(=O)C=1C=NN2C1N=CC(=C2)C)F